C(CCCCCCC\C=C/C\C=C/CCCCC)C1(OCC(O1)CCN(CC=1C=NC=CC1)C)CCCCCCCC\C=C/C\C=C/CCCCC 2-(2,2-bis((9Z,12Z)-octadeca-9,12-dien-1-yl)-1,3-dioxolan-4-yl)-N-methyl-N-(pyridin-3-ylmethyl)ethanamine